Threoninol N[C@@H]([C@H](O)C)CO